OC1(COC1)C1=CC=C(C(=O)N2CCC(CC2)NS(=O)(=O)C2=CC=C(C=C2)C(F)(F)F)C=C1 N-(1-(4-(3-hydroxyoxetan-3-yl)benzoyl)piperidin-4-yl)-4-(trifluoromethyl)benzenesulfonamide